FC=1C=C(CC=2C=C3C(=NNC3=CC2)NC(C2=C(C=C(C=C2)N2CCN(CC2)CCCCC2=CC3=C(N(C=N3)C3C(NC(CC3)=O)=O)C=C2)NC2CCOCC2)=O)C=C(C1)F N-(5-(3,5-difluorobenzyl)-1H-indazol-3-yl)-4-(4-(4-(1-(2,6-dioxopiperidin-3-yl)-1H-benzo[d]imidazol-5-yl)butyl)piperazin-1-yl)-2-((tetrahydro-2H-pyran-4-yl)amino)benzamide